(5-(2,6-Dichloro-4-(6-cyano-3,5-dioxo-4,5-dihydro-1,2,4-triazin-2(3H)-yl)phenoxy)-3-isopropyl-2-oxopyridin-1(2H)-yl)acetic acid methyl ester COC(CN1C(C(=CC(=C1)OC1=C(C=C(C=C1Cl)N1N=C(C(NC1=O)=O)C#N)Cl)C(C)C)=O)=O